α-[(4-methylphenyl)methylene]benzeneacetaldehyde CC1=CC=C(C=C1)C=C(C=O)C1=CC=CC=C1